1-methyl-4-[4-(2-methyl-1,3-benzothiazol-5-yl)piperidin-1-yl]-2-oxo-1,2-dihydroquinoline-3-carbonitrile CN1C(C(=C(C2=CC=CC=C12)N1CCC(CC1)C=1C=CC2=C(N=C(S2)C)C1)C#N)=O